CC1=C(C=C(C=C1O)C(C)(C)C)C(CC(C)C1=C(C(=CC(=C1)C(C)(C)C)O)C)C1=C(C(=CC(=C1)C(C)(C)C)O)C 1,1,3-tris-(2-methyl-hydroxy-5-tert-butylphenyl)butane